CC(=C)CCC=C(CCC=C(C)C)C 2,6,10-trimethyl-1,5,9-undecatriene